(S)-N-(4-fluoro-3-(1-((6-methylfuro[2,3-b]pyrazin-3-yl)amino)ethyl)phenyl)-6-(trifluoromethyl)nicotinamide FC1=C(C=C(C=C1)NC(C1=CN=C(C=C1)C(F)(F)F)=O)[C@H](C)NC1=CN=C2C(=N1)OC(=C2)C